(S)-8-(4-chloro-2-fluorophenyl)-2,3-dimethyl-6-(6-(1-methyl-1H-pyrazol-4-yl)-5-oxa-8-azaspiro[3.5]non-8-yl)pyrimido[5,4-d]pyrimidin-4(3H)-one ClC1=CC(=C(C=C1)C1=NC(=NC2=C1N=C(N(C2=O)C)C)N2C[C@@H](OC1(CCC1)C2)C=2C=NN(C2)C)F